N-[1-(2,6-difluorophenyl)-1H-pyrazol-3-yl]acetamide Tert-butyl-(6-(1-hydroxy-2-methyl-2-(thiazol-2-yl)propyl)pyridin-3-yl)carbamate C(C)(C)(C)N(C(O)=O)C=1C=NC(=CC1)C(C(C)(C=1SC=CN1)C)O.FC1=C(C(=CC=C1)F)N1N=C(C=C1)NC(C)=O